3-Bromo-2-fluoro-6-vinylphenol BrC=1C(=C(C(=CC1)C=C)O)F